6-(3-Aminoazetidin-1-yl)-N-(5-chloro-6-phenoxypyridin-3-yl)pyrido[3,2-d]pyrimidin-4-amine NC1CN(C1)C=1C=CC=2N=CN=C(C2N1)NC=1C=NC(=C(C1)Cl)OC1=CC=CC=C1